C(CCCCC)OCCCCCC Hexyl Ether